2-morpholino-7-(3-(pyrrolidin-1-yl)propoxy)quinolin-4-amine O1CCN(CC1)C1=NC2=CC(=CC=C2C(=C1)N)OCCCN1CCCC1